ClCC1=CC=C(S1)CN1CCCC1 1-((5-(chloromethyl)thiophen-2-yl)methyl)pyrrolidine